ClC1=C(C=C(OCC(=O)NC2CCN(CCC2)C=2OC(=NN2)C2=CC=C(C=C2)Cl)C=C1)F 2-(4-Chloro-3-fluorophenoxy)-N-{1-[5-(4-chlorophenyl)-1,3,4-oxadiazol-2-yl]azepan-4-yl}acetamide